4-[5-[2-[(1RS)-1-(3-fluorophenyl)-2-oxo-2-(thiazol-2-ylamino)ethyl]Indazole-6-yl]-2-pyridyl]Piperazine-1-carboxylic acid tert-butyl ester C(C)(C)(C)OC(=O)N1CCN(CC1)C1=NC=C(C=C1)C=1C=CC2=CN(N=C2C1)[C@@H](C(NC=1SC=CN1)=O)C1=CC(=CC=C1)F |r|